C(C)(=O)OC(C(C)C)C1CCCCC1 1-cyclohexyl-2-methyl-1-propyl acetate